N[C@H]1CN(CCC1)C(=O)C1=NN(C(=C1)C1=CC=C(C#N)C=C1)C1=C(C=C(C=C1)N1CCC1)F (R)-4-(3-(3-Aminopiperidin-1-carbonyl)-1-(4-(azetidin-1-yl)-2-fluorophenyl)-1H-pyrazol-5-yl)benzonitril